C(C)C1=C(C=CC=C1)NC(\C=C\C(=O)O)=O N-(ortho-ethylphenyl)fumaric acid amide